ClC1=C(OCC2[C@H]3CN(C[C@@H]23)C(=O)OC(C)(C)C)C=CC(=C1)F tert-butyl (1R,5S,6r)-6-[(2-chloro-4-fluoro-phenoxy)methyl]-3-azabicyclo[3.1.0]hexane-3-carboxylate